C1(CC1)C1=C(C(=NO1)C1=C(C=CC=C1Cl)Cl)[C@H]1OC2(CO1)CCN(CC2)C=2SC1=C(N2)C(=CC(=C1)C(=O)O)F |r| (±)-2-(2-(5-Cyclopropyl-3-(2,6-dichlorophenyl)isoxazol-4-yl)-1,3-dioxa-8-azaspiro[4.5]decan-8-yl)-4-fluorobenzo[d]thiazole-6-carboxylic acid